7-Amino-4-oxaheptyl-di-methoxymethylsilan NCCCOCCC[SiH2]C(OC)OC